FC1=C(C=CC=C1)C1=C(C(=CN1S(=O)(=O)C1=NC=CC=C1)CN(C(OC(C)(C)C)=O)C)OC tert-butyl ((5-(2-fluorophenyl)-4-methoxy-1-(pyridin-2-ylsulfonyl)-1H-pyrrol-3-yl)methyl)(methyl)carbamate